COC(=O)CC=1C(NC(N([C@H]2[C@H](O)[C@H](O)[C@@H](CO)O2)C1)=S)=O 5-methoxycarbonylmethyl-2-thiouridine